ClC=1C=C2C=CC=NC2=CC1C(=O)NC1=CC(=NN1C)C1=CC(=CC=C1)OC 6-Chloro-N-[3-(3-methoxyphenyl)-1-methyl-1H-pyrazol-5-yl]quinoline-7-carboxamide